N-[[6-(1-Cyclohexylethoxy)-2-pyridyl]sulfonyl]-2-(2,2,4-trimethylpyrrolidin-1-yl)pyridin-3-carboxamid C1(CCCCC1)C(C)OC1=CC=CC(=N1)S(=O)(=O)NC(=O)C=1C(=NC=CC1)N1C(CC(C1)C)(C)C